COC1=C(CNC(=O)C2C(C2)(F)F)C=CC(=C1)OC N-(2,4-dimethoxybenzyl)-2,2-difluorocyclopropane-1-carboxamide